bicyclo[2.1.1]hexan-1-amine hydrochloride Cl.C12(CCC(C1)C2)N